ClC=1C(=NC(=NC1)N1[C@H](CN(CC1)C(=O)OC(C)(C)C)C)N1CC(C1)C(NC(C)(CC)C1=CN=C2N1C=CC=C2)=O tert-butyl (S)-4-(5-chloro-4-(3-((2-(imidazo[1,2-a]pyridin-3-yl)butan-2-yl)carbamoyl)azetidin-1-yl)pyrimidin-2-yl)-3-methylpiperazine-1-carboxylate